3-hydroxy-8,8-dimethyl-2-Azaspiro[4.5]decane-2-carboxylate OC1N(CC2(C1)CCC(CC2)(C)C)C(=O)[O-]